OCC=1N=CSC1 4-(hydroxymethyl)thiazol